(E)-2-cyano-3-(4-((4-hydroxyphenyl)(phenyl)amino)phenyl)acrylic acid C(#N)/C(/C(=O)O)=C\C1=CC=C(C=C1)N(C1=CC=CC=C1)C1=CC=C(C=C1)O